C(=O)(OC(C)(C)C)N1C(=C(C2=CC=CC=C12)C=O)Cl 1-BOC-2-CHLORO-3-FORMYL-INDOLE